4-bromo-3-fluoro-N-(4-methoxybenzyl)-2-nitroaniline BrC1=C(C(=C(NCC2=CC=C(C=C2)OC)C=C1)[N+](=O)[O-])F